(3-chloro-6-(3-cyanopropyl)pyrazin-2-yl)piperidine-4-carboxylic acid ethyl ester C(C)OC(=O)C1CCN(CC1)C1=NC(=CN=C1Cl)CCCC#N